C(C)(C)(C)OC(=O)N1C[C@@H](CC1)CN1CC2C(C2C1)NS(=O)(=O)CC (3S)-3-((6-(Ethylsulfonamido)-3-azabicyclo[3.1.0]hexan-3-yl)methyl)pyrrolidine-1-carboxylic acid tert-butyl ester